FC(C1=CC=C(CN2N=CC3=CC=CC(=C23)C(=O)NC2CC3(CC(C3)C(=O)O)C2)C=C1)(F)F 6-(1-(4-(trifluoromethyl)benzyl)-1H-indazole-7-carboxamido)spiro[3.3]heptane-2-carboxylic acid